(S)-6-ethyl-N-((S)-1-(5-(2-methoxy-4-methylphenyl)-1H-imidazol-2-yl)-7-oxononyl)-6-azaspiro[2.5]octane-1-carboxamide C(C)N1CCC2(C[C@@H]2C(=O)N[C@@H](CCCCCC(CC)=O)C=2NC(=CN2)C2=C(C=C(C=C2)C)OC)CC1